(±)-cis-2-[(dimethylamino)methyl]-1-(3-methoxyphenyl)cyclohexan-1-ol, hydrochloride Cl.CN(C)C[C@H]1[C@](CCCC1)(O)C1=CC(=CC=C1)OC |r|